(S)-nitrogen (7,8-dihydro-6H-quinolin) N1=CC=CC=2CCCCC12.[N]